N-[2-(2-chloro-4-methylphenyl)-2,2-difluoroethyl]-5-[(3-cyclopropyl-2-fluorophenyl)sulfonyl]-2-methylisonicotinamide ClC1=C(C=CC(=C1)C)C(CNC(C1=CC(=NC=C1S(=O)(=O)C1=C(C(=CC=C1)C1CC1)F)C)=O)(F)F